(S)-9-(2-amino-6-(2,2,2-trifluoro-1-(oxetan-3-yl)ethoxy)pyrimidin-4-yl)-1-(3,4-difluorophenyl)-1,9-diazaspiro[5.5]undecan-2-one NC1=NC(=CC(=N1)N1CCC2(CCCC(N2C2=CC(=C(C=C2)F)F)=O)CC1)O[C@H](C(F)(F)F)C1COC1